FC=1C=C(C=CC1OC)C1=NN=C(O1)N=C(SC)SC dimethyl (5-(3-fluoro-4-methoxyphenyl)-1,3,4-oxadiazol-2-yl)carbonimidodithioate